C(C(C)C)N(\N=C\C1=CC(=C(C=C1)B(O)O)OC)C1=NC=NC2=CC=C(C=C12)OC [4-[(E)-[isobutyl-(6-methoxyquinazolin-4-yl)hydrazono]methyl]-2-methoxy-phenyl]boronic acid